4-[cyano-(4-fluorophenyl)methylene]piperidine-1-carboxylic acid tert-butyl ester C(C)(C)(C)OC(=O)N1CCC(CC1)=C(C1=CC=C(C=C1)F)C#N